C(=O)O.NCC1=CC(=C(C=C1)C=1N=C2SC3=C(N2C1)C=CC(=C3)C(=O)NCCCN3CCCCC3)C(F)(F)F 2-(4-(aminomethyl)-2-(trifluoromethyl)phenyl)-N-(3-(piperidin-1-yl)propyl)benzo[d]imidazo[2,1-b]thiazole-7-carboxamide formate salt